ClC1=CC=C(C(=O)C2=CC=C(C=C2)C2=CC=CC=C2)C=C1 4-(p-chlorobenzoyl)biphenyl